N1(CCNCC1)C(=O)N piperazine-1-carboxamide